N-(2-(3-chloro-1-methyl-1H-pyrazol-4-yl)pyrimidin-4-yl)-5-isopropyl-8-((1s,3s)-3-((methanesulfonyl)methyl)cyclobutyl)isoquinolin-3-amine ClC1=NN(C=C1C1=NC=CC(=N1)NC=1N=CC2=C(C=CC(=C2C1)C(C)C)C1CC(C1)CS(=O)(=O)C)C